3-fluoro-4-(3-(4-fluorophenyl)-1-((2-(trimethylsilyl)ethoxy)methyl)-1H-pyrazol-4-yl)picolinonitrile FC=1C(=NC=CC1C=1C(=NN(C1)COCC[Si](C)(C)C)C1=CC=C(C=C1)F)C#N